O1CCN(CC1)C1=CC(=NC=2N1N=C(C2)C2=CC=NC=C2)N2N=CC(=CC2=O)C2=CC=CC=C2 2-(7-morpholino-2-(pyridin-4-yl)pyrazolo[1,5-a]pyrimidin-5-yl)-5-phenylpyridazin-3(2H)-one